CN1C(=NC2=C(C1=O)C=CN=C2)C dimethylpyrido[3,4-d]pyrimidin-4(3H)-one